1,3-dimethylbutyl xanthate O(C(=S)[S-])C(CC(C)C)C